(1s,2r,5r)-8-(2-(dimethylamino)-2-oxoethyl)-3-((6-(4-fluorophenoxy)pyridin-3-yl)sulfonyl)-N-hydroxy-3,8-diazabicyclo[3.2.1]-octane-2-carboxamide CN(C(CN1[C@@H]2[C@@H](N(C[C@H]1CC2)S(=O)(=O)C=2C=NC(=CC2)OC2=CC=C(C=C2)F)C(=O)NO)=O)C